NCC1=CC=C(C=C1)NC1=CC(=C(C=C1)F)N1CCCC1 N-(4-(aminomethyl)phenyl)-4-fluoro-3-(pyrrolidin-1-yl)aniline